CN1CCN(CC1)C(=O)O[C@H]1/C=C/[C@@H]([C@H](OC(C[C@@H](CC[C@@H]1C)O)=O)/C(=C/C1=CC(=CC=C1)S(=O)(=O)N1CCN(CC1)C)/C)C [(2S,3S,4E,6R,7S,10R)-10-hydroxy-3,7-dimethyl-2-[(E)-1-[3-(4-methylpiperazin-1-yl)sulfonylphenyl]prop-1-en-2-yl]-12-oxo-1-oxacyclododec-4-en-6-yl] 4-methylpiperazine-1-carboxylate